4-(1-(2-methyl-2,3-dihydrobenzofuran-6-yl)ethyl)piperazine-1-carboxylic acid tert-butyl ester C(C)(C)(C)OC(=O)N1CCN(CC1)C(C)C1=CC2=C(CC(O2)C)C=C1